C(C)(=O)C(C(C(C)=O)=O)C(C)=O diacetyl-(butanedione)